2,2'-Azobis(1-imino-1-pyrrolidino-2-ethylpropane) dihydrochloride Cl.Cl.N(=NC(C(=N)N1CCCC1)(C)CC)C(C(N1CCCC1)=N)(C)CC